isocyanocyclohexylmethane [N+](#[C-])CC1CCCCC1